{2-[2,4-dihydroxy-5-(propan-2-yl)benzoyl]-2,3-dihydro-1H-isoindol-5-yl}(piperazin-1-yl)methanone monohydrochloride Cl.OC1=C(C(=O)N2CC3=CC=C(C=C3C2)C(=O)N2CCNCC2)C=C(C(=C1)O)C(C)C